ClC=1C=CC(=C(C(=O)N)C1)S(N[C@@H]([C@H](C)C1=CC=CC2=CC=CC(=C12)F)C=1OC(NN1)=O)(=O)=O 5-chloro-2-(N-((1S,2R)-2-(8-fluoronaphthalen-1-yl)-1-(5-oxo-4,5-dihydro-1,3,4-oxadiazol-2-yl)propyl)sulfamoyl)benzamide